(E)-1-(4-(3,3-difluoroazetidin-1-yl)-4-oxobut-2-en-1-yl)-4-hydroxy-N-(4-(4-morpholino-7H-pyrrolo[2,3-d]pyrimidin-6-yl)phenyl)piperidine-4-carboxamide FC1(CN(C1)C(/C=C/CN1CCC(CC1)(C(=O)NC1=CC=C(C=C1)C1=CC2=C(N=CN=C2N2CCOCC2)N1)O)=O)F